9-[4-(3,5-dichlorophenoxy)phenyl]-3,4,6,7,8,9-hexahydropyrido[2,1-c][1,2,4]thiadiazine 2,2-dioxide ClC=1C=C(OC2=CC=C(C=C2)C2CCCN3C2=NS(CC3)(=O)=O)C=C(C1)Cl